C1=C(OC(=C1)[N+](=O)[O-])C(=O)NCCCCC(C(=O)CCOCCOCCOCCOCCOCCC(=O)N)N The molecule is a furan having a nitro group at position 5 and a carboxamido group in turn bearing a long-chain multifunctional N-alkyl group at position 2. It is a C-nitro compound, a member of furans, a polyether and a monocarboxylic acid amide.